3-(1-oxo-5-(((1R,2S)-2-((pyrazolo[1,5-a]pyrimidin-6-ylmethyl)amino)cyclohexyl)oxy)isoindolin-2-yl)piperidine-2,6-dione O=C1N(CC2=CC(=CC=C12)O[C@H]1[C@H](CCCC1)NCC=1C=NC=2N(C1)N=CC2)C2C(NC(CC2)=O)=O